6,8-dibromo-3-chloro-imidazo[1,2-a]pyrazine BrC=1N=C(C=2N(C1)C(=CN2)Cl)Br